N-(3-amino-2-hydroxypropyl)-1-[4-[[3-(2,3-difluoro-4-methoxyphenyl)imidazo[1,2-a]pyrazin-8-yl]amino]-2-methylbenzoyl]piperidine-4-carboxamide NCC(CNC(=O)C1CCN(CC1)C(C1=C(C=C(C=C1)NC=1C=2N(C=CN1)C(=CN2)C2=C(C(=C(C=C2)OC)F)F)C)=O)O